CO[C@](C(=O)O)(C(F)(F)F)C1=CC=CC=C1 (R)-(S)-alpha-methoxy-alpha-trifluoromethylphenylacetic acid